2-(amino)adenine NC1=NC(=C2NC=NC2=N1)N